1H-imidazole-4-carboxamide trifluoroacetate FC(C(=O)O)(F)F.N1C=NC(=C1)C(=O)N